(S)-N-(4-(piperidine-3-carboxamido)phenyl)-2-(1H-pyrazol-5-yl)thiazole-4-carboxamide N1C[C@H](CCC1)C(=O)NC1=CC=C(C=C1)NC(=O)C=1N=C(SC1)C1=CC=NN1